CN1C(CN(CC1)CCNC(OC(C)(C)C)=O)=O tert-butyl (2-(4-methyl-3-oxopiperazin-1-yl)ethyl)carbamate